4,6-difluorobenzimidazole FC1=CC(=CC=2N=CNC21)F